(S)-3-((1R,3R)-6-fluoro-1-(6-fluoro-3-(2-((3-fluoropropyl)(methyl)amino)ethoxy)-2-methylphenyl)-3-methyl-1,3,4,9-tetrahydro-2H-pyrido[3,4-b]indol-2-yl)-2-methylpropanoic acid FC=1C=C2C3=C(NC2=CC1)[C@H](N([C@@H](C3)C)C[C@@H](C(=O)O)C)C3=C(C(=CC=C3F)OCCN(C)CCCF)C